2-bromo-5'-fluoro-2'-methoxyacetophenone BrCC(=O)C1=C(C=CC(=C1)F)OC